4-[[(2S,6R)-6-(4-Benzamido-2-oxopyrimidin-1-yl)-4-tritylmorpholin-2-yl]methoxy]-4-oxobutanoic acid C(C1=CC=CC=C1)(=O)NC1=NC(N(C=C1)[C@@H]1O[C@@H](CN(C1)C(C1=CC=CC=C1)(C1=CC=CC=C1)C1=CC=CC=C1)COC(CCC(=O)O)=O)=O